methyl 2-chloro-4-((2-(hydroxymethyl)benzofuran-7-yl)oxy)benzoate ClC1=C(C(=O)OC)C=CC(=C1)OC1=CC=CC=2C=C(OC21)CO